NC([C@H]([C@@H](C)O)NCC1N(C2(CN(C2=O)OCC2=CC=CC=C2)CC1)C(=O)OCCCC)=O Butyl 6-((((2S,3R)-1-amino-3-hydroxy-1-oxobutan-2-yl)amino)methyl)-2-(benzyloxy)-1-oxo-2,5-diazaspiro[3.4]octane-5-carboxylate